CC(C)(C)[S@@](=O)/N=C/C1=CC=2C(C=N1)=NN(C2)C (R,E)-2-methyl-N-((2-methyl-2H-pyrazolo[3,4-c]pyridin-5-yl)methylene)propane-2-sulfinamide